4-Amino-5-(4-((3-(2,6-dioxopiperidin-3-yl)-1-methyl-1H-indazol-7-yl)oxy)-piperidine-1-carbonyl)-N-isopropylisothiazole-3-carboxamide NC=1C(=NSC1C(=O)N1CCC(CC1)OC=1C=CC=C2C(=NN(C12)C)C1C(NC(CC1)=O)=O)C(=O)NC(C)C